(S)-5-((5-(8-fluoroimidazo[1,2-a]pyridin-6-yl)-4-methoxy-7H-pyrrolo[2,3-d]pyrimidin-2-yl)amino)-1-methylpiperidin-2-one FC=1C=2N(C=C(C1)C1=CNC=3N=C(N=C(C31)OC)N[C@H]3CCC(N(C3)C)=O)C=CN2